oxalic acid tetracyanophosphate tert-butyl-(S)-4-methoxy-3-oxopentanoate C(C)(C)(C)OC(CC([C@H](C)OC)=O)=O.P(=O)(O)(O)C#N.P(=O)(O)(O)C#N.P(=O)(O)(O)C#N.P(=O)(O)(O)C#N.C(C(=O)O)(=O)O